C(C1=CC=CC=C1)OC(=O)N1[C@@H]([C@@H](CCC1)NC(=O)OC(C)(C)C)C (2R,3R)-3-((tert-butoxycarbonyl)amino)-2-methylpiperidine-1-carboxylic acid benzyl ester